5-bromo-N-((1r,4r)-4-((3-(6-methoxypyridin-3-yl)-2-oxo-2,3-dihydro-1H-benzo[d]imidazol-1-yl)methyl)cyclohexyl)-2-methylnicotinamide BrC=1C=NC(=C(C(=O)NC2CCC(CC2)CN2C(N(C3=C2C=CC=C3)C=3C=NC(=CC3)OC)=O)C1)C